3,5,5-trimethyl-3-((methylamino)methyl)-6-oxocyclohex-1-ene-1-carbonitrile hydrochloride Cl.CC1(C=C(C(C(C1)(C)C)=O)C#N)CNC